FC=1C=C(C(=O)NCC2=C(C=CC3=C2N(C=N3)C)COC)C=C(C1OC)F 3,5-difluoro-4-methoxy-N-{[6-(methoxymethyl)-1-methyl-1H-benzimidazol-7-yl]methyl}benzamide